5-[(4S,9aS)-4-methyl-8-[4-[(2R)-morpholin-2-yl]phenyl]-3,4,6,7,9,9a-hexahydro-1H-pyrazino[1,2-a]pyrazin-2-yl]quinoline-8-carbonitrile C[C@H]1CN(C[C@H]2N1CCN(C2)C2=CC=C(C=C2)[C@@H]2CNCCO2)C2=C1C=CC=NC1=C(C=C2)C#N